1-[5-(ethylsulfonimidoyl)-6-[3-methyl-6-(trifluoromethyl)imidazo[4,5-c]pyridin-2-yl]-3-pyridyl]cyclopropane-carbonitrile C(C)S(=O)(=N)C=1C=C(C=NC1C1=NC2=C(C=NC(=C2)C(F)(F)F)N1C)C1(CC1)C#N